ClC1=CC=C(COC2=NN=C(S2)NC(C2=C(N=CC=C2)N2C[C@@H](OCC2)C)=O)C=C1 (S)-N-(5-((4-chlorobenzyl)oxy)-1,3,4-thiadiazol-2-yl)-2-(2-methylmorpholino)nicotinamide